(2R,3R,4S,5S,6R)-2-(4-(benzyloxy)phenylethoxy)-6-(hydroxymethyl)tetrahydro-2H-pyran-3,4,5-triol C(C1=CC=CC=C1)OC1=CC=C(C=C1)CCO[C@@H]1O[C@@H]([C@H]([C@@H]([C@H]1O)O)O)CO